COC1=C(C=CC=C1)OC(=O)C1CCCCC1 cyclohexanecarboxylic acid 2-methoxyphenyl ester